ClC1=C(C=C2C=C(N=CC2=C1)NC(=O)[C@H]1[C@@H](C1)C(C)(C)F)C1CCN(CC1)[C@@]1(COC[C@@H]1O)C (1R,2R)-N-(7-chloro-6-(1-((3R,4R)-4-hydroxy-3-methyltetrahydrofuran-3-yl)piperidin-4-yl)isoquinolin-3-yl)-2-(2-fluoropropan-2-yl)cyclopropane-1-carboxamide